ClC1=CC=C(S1)CNC1=CC(=NN1C(=O)C=1N=CSC1)C1CCN(CCC1)C(=O)N1CCOCC1 N-[(5-Chlorothiophen-2-yl)methyl]-3-[1-(morpholin-4-carbonyl)azepan-4-yl]-1-(1,3-thiazol-4-carbonyl)-1H-pyrazol-5-amin